(3-{6-azaspiro[2.5]oct-6-yl}-4-{2-[2-(4,4-difluoropiperidin-1-yl)-6-methylpyridin-4-yl]-2H-1,2,3,4-tetrazol-5-yl}phenyl)-2-hydroxyeth-ane-1-sulfonamide C1CC12CCN(CC2)C=2C=C(C=CC2C=2N=NN(N2)C2=CC(=NC(=C2)C)N2CCC(CC2)(F)F)C(CO)S(=O)(=O)N